1-iminotetrahydro-1H-1λ6-Thiophene 1-oxide N=S1(CCCC1)=O